1-(4-(2-(4-chlorophenyl)but-3-yn-2-yl)-5-fluorothiazol-2-yl)-3-(2-hydroxyethyl)urea ClC1=CC=C(C=C1)C(C)(C#C)C=1N=C(SC1F)NC(=O)NCCO